P(=O)(O)(O)O.C=CCCCCCCCCCCCCCC hexadecene phosphate